C[Si](C#CC1=CC=C(C=C1)C1CN(CC12CCC2)C(=O)OC(C)(C)C)(C)C tert-butyl 8-{4-[2-(trimethylsilyl)ethynyl]phenyl}-6-azaspiro[3.4]octane-6-carboxylate